N[C@H](C=1N=C2N(N=CC(=C2)CC2(C(NCCC2)=O)C)C1)C1CCC(CC1)(F)F 3-((2-((S)-amino(4,4-difluorocyclohexyl)methyl)imidazo[1,2-b]pyridazin-7-yl)methyl)-3-methylpiperidin-2-one